morpholin-4-yl-1,2,5-thiadiazol N1(CCOCC1)C1=NSN=C1